Methyl 5-chloro-3-((2-isopropyl-2-azaspiro[3.3]heptan-6-yl)oxy)thiophene-2-carboxylate ClC1=CC(=C(S1)C(=O)OC)OC1CC2(CN(C2)C(C)C)C1